FC1=C(C=CC=C1F)NC1=CC2=C(NC(=N2)CSC2=CC(=NC=C2)C(F)(F)F)C=C1 N-(2,3-Difluorophenyl)-2-(((2-(trifluoromethyl)pyridin-4-yl)thio)methyl)-1H-benzo[d]imidazol-5-amine